NC1=CC=CC(=N1)S(=O)(=O)NC(=O)C=1C(=NC(=CC1)C=1C=NC(=CC1)OC(C)C)N1C(CCC1C)(C)C N-[(6-Amino-2-pyridyl)sulfonyl]-6-(6-isopropoxy-3-pyridyl)-2-(2,2,5-trimethylpyrrolidin-1-yl)pyridin-3-carboxamid